(9H-fluoren-9-yl)methyl (2-((isopropoxymethyl)amino)-2-oxoethyl)carbamate C(C)(C)OCNC(CNC(OCC1C2=CC=CC=C2C=2C=CC=CC12)=O)=O